(3-{2-[(S)-[(3R)-1-(tert-butoxycarbonyl)-4-[(4-methoxyphenyl)methyl]-2H,3H-pyrido[2,3-b]pyrazin-3-yl](phenyl)methoxy]ethyl}phenyl)acetic acid C(C)(C)(C)OC(=O)N1C2=C(N([C@H](C1)[C@@H](OCCC=1C=C(C=CC1)CC(=O)O)C1=CC=CC=C1)CC1=CC=C(C=C1)OC)N=CC=C2